N1(CCC1)CC1=C(C=CC=C1)NC1=C(C(=C(C(=C1)F)S(=O)(=O)N(C1=NC=NS1)CC1=C(C=C(C=C1)OC)OC)F)Cl 4-((2-(azetidin-1-ylmethyl)phenyl)amino)-3-chloro-N-(2,4-dimethoxybenzyl)-2,6-difluoro-N-(1,2,4-thiadiazol-5-yl)benzenesulfonamide